tert-butyl(2-(2-(2-((4-(isoquinolin-8-yl)-3-(4-(isoquinolin-8-yl)phenethoxy)benzyl)oxy)ethoxy)ethoxy)ethyl)carbamate C(C)(C)(C)OC(NCCOCCOCCOCC1=CC(=C(C=C1)C=1C=CC=C2C=CN=CC12)OCCC1=CC=C(C=C1)C=1C=CC=C2C=CN=CC12)=O